ClC1=CC(=NN1C1CN(C1)C(=O)OC(C)(C)C)NC(=O)N1C[C@](C2=C1C=NC=1N2N=C(C1)Cl)(C(F)(F)F)C tert-butyl (R)-3-(5-chloro-3-(2-chloro-8-methyl-8-(trifluoromethyl)-7,8-dihydro-6H-pyrazolo[1,5-a]pyrrolo[2,3-e]pyrimidine-6-carboxamido)-1H-pyrazol-1-yl)azetidine-1-carboxylate